zinc 3-octadecenate C(CC=CCCCCCCCCCCCCCC)(=O)[O-].[Zn+2].C(CC=CCCCCCCCCCCCCCC)(=O)[O-]